2-[2-[3,4-bis(2-hydroxyethoxy)oxolan-2-yl]-2-(2-hydroxy ethoxy) ethoxy]ethyl dodecanoate C(CCCCCCCCCCC)(=O)OCCOCC(OCCO)C1OCC(C1OCCO)OCCO